(3S)-3-(hydroxymethyl)thiomorpholine-4-carboxylic acid tert-butyl ester C(C)(C)(C)OC(=O)N1[C@H](CSCC1)CO